5-(3-(difluoromethyl)imidazo[1,2-a]pyrimidin-6-yl)-6-fluoro-N-((3R,4S)-3-fluoro-1-(oxetan-3-yl)piperidin-4-yl)-4-methoxypyrrolo[2,1-f][1,2,4]triazin-2-amine FC(C1=CN=C2N1C=C(C=N2)C=2C(=CN1N=C(N=C(C12)OC)N[C@@H]1[C@@H](CN(CC1)C1COC1)F)F)F